(S)-3-amino-3-(4-(ethylsulfonyl)phenyl)propan-1-ol ethyl-rac-(4S,5R)-3-(6-(difluoromethyl)-2-methoxypyridin-3-yl)-4,5-dimethyl-5-(trifluoromethyl)-4,5-dihydrofuran-2-carboxylate C(C)[C@]1(C(=C(O[C@]1(C(F)(F)F)C)C(=O)OCC[C@@H](C1=CC=C(C=C1)S(=O)(=O)CC)N)C=1C(=NC(=CC1)C(F)F)OC)C |&1:2,6|